F[C@H]1CN(C[C@@H](C1)NC1=NC=C(C=N1)C(F)(F)F)C1=NC2=C(N1C)C=C(C(=C2)NC(C=C)=O)C(=O)N2CCCC2 N-(2-((3R,5R)-3-fluoro-5-((5-(trifluoromethyl)pyrimidin-2-yl)amino)piperidin-1-yl)-1-methyl-6-(pyrrolidine-1-carbonyl)-1H-benzo[d]imidazol-5-yl)acrylamide